tert-butyl 6-fluoro-3-(3-(naphthalen-1-yloxy)propyl)-7-(1,3,5-trimethyl-1H-pyrazol-4-yl)-1H-indole-2-carboxylate FC1=CC=C2C(=C(NC2=C1C=1C(=NN(C1C)C)C)C(=O)OC(C)(C)C)CCCOC1=CC=CC2=CC=CC=C12